(E)-2-(4-(3-acetamidophenyl)-1H-1,2,3-triazol-1-yl)-N'-(2-nitrobenzylidene)acethydrazide C(C)(=O)NC=1C=C(C=CC1)C=1N=NN(C1)CC(=O)N/N=C/C1=C(C=CC=C1)[N+](=O)[O-]